FC(C=1N=CC=2N(C1)C(=CN2)C2=NC=CC(=N2)N2C[C@H](CC2)N(S(=O)(=O)C)C)F (S)-N-(1-(2-(6-(Difluoromethyl)imidazo[1,2-a]pyrazin-3-yl)pyrimidin-4-yl)pyrrolidin-3-yl)-N-methylmethanesulfonamide